((R)-2-(2-Chloro-3-fluorophenyl)-4,4-difluoropiperidin-1-yl)-N-((R,E)-4-(methylsulfonyl)but-3-en-2-yl)pyrazine-2-carboxamide ClC1=C(C=CC=C1F)[C@@H]1N(CCC(C1)(F)F)C=1C(=NC=CN1)C(=O)N[C@H](C)\C=C\S(=O)(=O)C